(4-(ethylsulfonyl)benzyl)-4-(1-(4-(trifluoromethyl)phenyl)pyrrolidin-3-yl)benzamide C(C)S(=O)(=O)C1=CC=C(CC2=C(C(=O)N)C=CC(=C2)C2CN(CC2)C2=CC=C(C=C2)C(F)(F)F)C=C1